FC=1C(C(=C(C(C1F)=O)F)F)=O 2,3,5,6-tetrafluoro-1,4-benzoquinone